2-cyano-N-(2-(2-(2-hydroxyethoxy)ethoxy)ethyl)-3-(6-(2-methylpyrrolidin-1-yl)naphthalen-2-yl)acrylamide C(#N)C(C(=O)NCCOCCOCCO)=CC1=CC2=CC=C(C=C2C=C1)N1C(CCC1)C